[Si](C1=CC=CC=C1)(C1=CC=CC=C1)(C(C)(C)C)OC1CC(C1)CN1C(CC(C1)C1=C(C(=CC=C1OCOCC[Si](C)(C)C)Cl)Cl)=O 1-(((1r,3r)-3-((tert-butyldiphenylsilyl)oxy)cyclobutyl)methyl)-4-(2,3-dichloro-6-((2-(trimethylsilyl)ethoxy)methoxy)phenyl)pyrrolidin-2-one